O(C(=S)[S-])CCCC.[Na+] Sodium n-Butyl Xanthate